tris(2,3-dibromopropyl)phosphoric acid BrC(COP(OCC(CBr)Br)(OCC(CBr)Br)=O)CBr